4-carbamoyl-2-methoxybenzoic acid C(N)(=O)C1=CC(=C(C(=O)O)C=C1)OC